(5R,8S)-N-(3-chlorophenyl)-6,7,8,9-tetrahydro-5H-5,8-epiminocyclohepta[d]pyrimidine-10-carboxamide ClC=1C=C(C=CC1)NC(=O)N1[C@@H]2CC[C@H]1CC=1N=CN=CC12